CS(=O)(=O)CCN1CCC(CC1)N1CCC(CC1)NC=1C=2C=C(N(C2C=CC1)CC(F)(F)F)C#CCNC1=CC=C(C=C1)S(=O)(=O)C N-{1-[1-(2-methanesulfonylethyl)piperidin-4-yl]piperidin-4-yl}-2-{3-[(4-methanesulfonyl-phenyl)amino]prop-1-yn-1-yl}-1-(2,2,2-trifluoroethyl)-1H-indol-4-amine